Methyl 2-[[2,6-Dimethoxy-4-(2-Methyl-1-Oxo-2,7-Naphthyridin-4-Yl)Phenyl]Methyl]-2-Azaspiro[3.3]Heptane-6-Carboxylate COC1=C(C(=CC(=C1)C1=CN(C(C2=CN=CC=C12)=O)C)OC)CN1CC2(C1)CC(C2)C(=O)OC